(2-(6-fluoropyridin-2-yl)-1,6-naphthyridin-7-yl)methanamine FC1=CC=CC(=N1)C1=NC2=CC(=NC=C2C=C1)CN